2,5-bis(2-propynyloxy)terephthalhydrazide C(C#C)OC1=C(C(=O)NN)C=C(C(=C1)C(=O)NN)OCC#C